ClC1=CC=C2C(=C(N(C2=C1F)C=1C=NC=CC1)C1CC1)SC=1C(=C(C(=O)O)C=CC1)F 3-((6-chloro-2-cyclopropyl-7-fluoro-1-(pyridin-3-yl)-1H-indol-3-yl)sulfanyl)-2-fluorobenzoic acid